C(#N)C1=C(C(=CC=C1)C)N1CC(C1)C1=CC(=C(CN2CCC(CC2)C(=O)O)C(=C1)C)C (4-(1-(2-cyano-6-methylphenyl)azetidin-3-yl)-2,6-dimethylbenzyl)-piperidine-4-carboxylic acid